rel-(2R,3S)-3-hydroxy-1-[8-methoxy-9-(2-methyltetrazol-5-yl)-1-propyl-5,6-dihydropyrrolo[2,1-a]isoquinoline-3-carbonyl]-2-methyl-pyrrolidine-2-carbonitrile O[C@@H]1[C@](N(CC1)C(=O)C1=CC(=C2N1CCC1=CC(=C(C=C21)C=2N=NN(N2)C)OC)CCC)(C#N)C |o1:1,2|